ClC=1C=C(C=C(C1OC=1C=C2CCN(C(C2=CC1)=O)CC)Cl)NC(=O)C1=NOC(N1)=O N-(3,5-dichloro-4-((2-ethyl-1-oxo-1,2,3,4-tetrahydroisoquinolin-6-yl)oxy)phenyl)-5-oxo-4,5-dihydro-1,2,4-oxadiazole-3-carboxamide